ClC=1C=C(C=C(C1)B1OC(C(O1)(C)C)(C)C)CNS(=O)(=O)C N-[[3-chloro-5-(4,4,5,5-tetramethyl-1,3,2-dioxaborolan-2-yl)phenyl]methyl]methanesulfonamide